NC=1C(=NC(=C(N1)F)C1=CC(=C(C=C1)C1CCOCC1)CN(C)CCOC)C=1C=C2CCNC(C2=C(C1)F)=O 6-(3-amino-5-fluoro-6-(3-(((2-methoxyethyl)(methyl)amino)methyl)-4-(tetrahydro-2H-pyran-4-yl)phenyl)pyrazin-2-yl)-8-fluoro-3,4-dihydroisoquinolin-1(2H)-one